1-([2,2'-bipyridin]-5-yl)-1H-pyrrolo[2,3-b]pyridine N1=C(C=CC(=C1)N1C=CC=2C1=NC=CC2)C2=NC=CC=C2